(3S,5R)-5-(methoxymethyl-(prop-2-enoyl)pyrrolidin-3-yl)pyrazole-4-carboxamide COCC1N(CC[C@@H]1C1=C(C=NN1)C(=O)N)C(C=C)=O